BrC1=CC2=C(N(C=N2)C(CO)(C)C)C(=C1)C(F)(F)F 2-[5-bromo-7-(trifluoromethyl)-1H-1,3-benzimidazol-1-yl]-2-methyl-1-propanol